(R)-Methyl 2-((2-(dimethoxymethyl)benzyl)amino)propanoate COC(C1=C(CN[C@@H](C(=O)OC)C)C=CC=C1)OC